methyl 3-(5-cyclopropyloxazol-2-yl)cyclopentane-1-carboxylate C1(CC1)C1=CN=C(O1)C1CC(CC1)C(=O)OC